Phenyl(phenylpyridineyl)triazinyl(phenylbenzoselenophenyl)pyridine C1(=CC=CC=C1)C=1C(=C(C(=NC1)C=1[Se]C2=C(C1C1=CC=CC=C1)C=CC=C2)C2=NN=NC=C2)C2=NC=CC=C2C2=CC=CC=C2